4-(4-bromo-3-hydroxyphenyl)-6-(1-methyl-1H-pyrazol-4-yl)pyrazolo[1,5-a]pyridine-3-carbonitrile BrC1=C(C=C(C=C1)C=1C=2N(C=C(C1)C=1C=NN(C1)C)N=CC2C#N)O